2-(1-methylpropyl)cyclohexan-1-one CC(CC)C1C(CCCC1)=O